O1C(OCCC1)CO 1,3-dioxane-2-methanol